OCC1OCCC1 2-(hydroxymethyl)oxolane